(R)-3-(2-(3-(4-cyano-3-methylphenyl)azetidin-1-yl)-2-oxoethyl)pyrrolidine-1-carbonitrile C(#N)C1=C(C=C(C=C1)C1CN(C1)C(C[C@@H]1CN(CC1)C#N)=O)C